C(\C(\C)=C/C(=O)[O-])(=O)[O-].C(C1=CC=CC=C1)C([NH+](C)CC1=CC=CC=C1)CC1=CC=CC=C1.C(C1=CC=CC=C1)C(CC1=CC=CC=C1)[NH+](CC1=CC=CC=C1)C dibenzylbenzyldimethylammonium citraconate